3-{5-[(butylamino)methyl]-1-oxo-2,3-dihydro-1H-isoindol-2-yl}piperidine-2,6-dione C(CCC)NCC=1C=C2CN(C(C2=CC1)=O)C1C(NC(CC1)=O)=O